(S)-5-chloro-7-[2-(2-fluoroethoxy)phenyl]-N-quinuclidin-3-yl-benzofuran-2-carboxamide ClC=1C=C(C2=C(C=C(O2)C(=O)N[C@@H]2CN3CCC2CC3)C1)C1=C(C=CC=C1)OCCF